2-[3-bromo-4-[3-[2-[4-(2-piperazin-1-ylethyl)piperazin-1-yl]ethoxy]phenoxy]phenyl]propan-2-ol tert-butyl-N-(tert-butoxycarbonyl)-N-[6-(tributylstannyl)-pyrimidin-4-yl]carbamate C(C)(C)(C)C1=NC(=CC(=N1)N(C(=O)OC(C)(C)C1=CC(=C(C=C1)OC1=CC(=CC=C1)OCCN1CCN(CC1)CCN1CCNCC1)Br)C(=O)OC(C)(C)C)[Sn](CCCC)(CCCC)CCCC